COC1=C2C=CC(=NC2=CC(=C1)NCC1C(N(C(N1C=1C=2N(C=C(C1)C)C=CN2)=O)C)=O)[C@@H]2[C@H](C2)C2=NC=CC(=N2)C |o1:32,33| (5-methoxy-2-((1S*,2S*)-2-(4-methylpyrimidin-2-yl)cyclopropyl)quinolin-7-yl)aminomethyl-6-methylimidazo[1,2-a]pyridin-8-yl-3-methylimidazolidine-2,4-dione